[6-(2-chloro-5-fluorophenyl)-3-(3-hydroxy-prop-1-ynyl)-2-methyl-8-oxo-7,8-dihydro-6H-pyrrolo[4,3-g]indazol-5-yl]-5-fluoro-3-(trifluoromethyl)benzamide ClC1=C(C=C(C=C1)F)C1NC(C2=C1C(=CC1=C(N(N=C21)C)C#CCO)C2=C(C(=O)N)C=C(C=C2C(F)(F)F)F)=O